1-(3-(2-methoxy-4-nitrophenoxy)propyl)pyrrolidine COC1=C(OCCCN2CCCC2)C=CC(=C1)[N+](=O)[O-]